5-(2,6-dichloro-4-(dibenzylamino)benzyl)-3'-(difluoromethoxy)-[1,1'-biphenyl] ClC1=C(CC=2C=CC=C(C2)C2=CC(=CC=C2)OC(F)F)C(=CC(=C1)N(CC1=CC=CC=C1)CC1=CC=CC=C1)Cl